C(#N)C1=NC=C(C=N1)C=1C=C2C(=NC1)N(N=C2C(=O)C=2C(=C(C(=CC2)F)NS(=O)(=O)CCC)F)C2OCCN2 N-[3-[5-(2-cyanopyrimidin-5-yl)-1-(oxazolidin-2-yl)pyrazolo[3,4-b]pyridine-3-carbonyl]-2,6-difluorophenyl]propane-1-sulfonamide